C(#N)C=1C=C2C(C(=CN(C2=CC1N1[C@H](CCC1)COC1=NC=CC=C1F)C=1C=NC(=CC1)N1CC(C1)N(C)C)C(=O)O)=O (R)-6-cyano-1-(6-(3-(dimethyl-amino)azetidin-1-yl)pyridin-3-yl)-7-(2-(((3-fluoropyridin-2-yl)oxy)methyl)pyrrolidin-1-yl)-4-oxo-1,4-dihydro-quinoline-3-carboxylic acid